S1C2=C(C=C1)C=C(C=C2)C2=CC=C(C=C2)C2=CC1=C(C=C2)C=2SC3=C(C2S1)C=CC(=C3)C3=CC=C(C=C3)C3=CC1=C(SC=C1)C=C3 2,7-bis(4-(5-benzo[b]thienyl)phenyl)[1]benzothieno[3,2-b][1]benzothiophene